ClC=1C=C(C=C(C1)NS(=O)(=O)C)NC(=O)C1=CC2=C(S1)C(=CC=C2F)F N-(3-chloro-5-(methylsulfonamido)phenyl)-4,7-difluorobenzo[b]thiophene-2-carboxamide